ClC1=NC=CC(=N1)C1CCC1 2-chloro-4-cyclobutylpyrimidine